propyl-thiouracil-gentisic acid C(CC)C1=C(C(NC(N1)=S)=O)C=1C(=CC=C(C1C(=O)O)O)O